3-cyclopropyl-1-(2-(4-fluoro-2-methoxy-5-nitrophenylamino)-5-methylpyrimidin-4-yl)-1H-pyrazole-4-carbaldehyde C1(CC1)C1=NN(C=C1C=O)C1=NC(=NC=C1C)NC1=C(C=C(C(=C1)[N+](=O)[O-])F)OC